C(#N)C1=CC=CC2=C1O[C@H](CN2)[C@@H](C2=CC=CC=C2)NCCC=2C=C(C=CC2OC)CC(=O)O 2-(3-(2-(((R)-((R)-8-cyano-3,4-dihydro-2H-benzo[b][1,4]oxazin-2-yl)(phenyl)methyl)amino)ethyl)-4-methoxyphenyl)acetic acid